C(C)(C)(C)C(C(C)(C)C)=P(=O)OC1=C(C(=CC=C1)OP(=O)=C(C(C)(C)C)C(C)(C)C)OP(=O)=C(C(C)(C)C)C(C)(C)C 1,2,3-tris(di-tert-butylmethylenephosphinyloxy)benzene